CC[C@@H]1[C@@]([C@@H]([C@H](C(=O)[C@@H](C[C@@]([C@@H]([C@H]([C@@H]([C@H](C(=O)O1)C)O[C@H]2C[C@@]([C@H]([C@@H](O2)C)O)(C)OC)C)O[C@H]3[C@@H]([C@H](C[C@H](O3)C)N(C)[14CH3])O)(C)O)C)C)O)(C)O The molecule is a (14)C-modified compound that is erythromycin A in which one of the methyl groups of the dimethylnitrilo group has a (14)C label. It is used in a breath test to detect liver cytochrome P450 enzyme (CYP3A4) activity in humans. It has a role as a probe. It is an erythromycin, a cyclic ketone and a (14)C-modified compound.